C(=O)(OCC1=CC=CC=C1)N1CCNCC1 1-Carbobenzoxypiperazine